N-(2-((5-cyano-4-((2-isopropoxyphenyl)amino)pyrimidin-2-yl)amino)-5-(4-(dimethylamino)piperidin-1-yl)-4-fluorophenyl)acrylamide hydrofluoride F.C(#N)C=1C(=NC(=NC1)NC1=C(C=C(C(=C1)F)N1CCC(CC1)N(C)C)NC(C=C)=O)NC1=C(C=CC=C1)OC(C)C